N-[(1S)-1-[5-[methoxy(methyl)amino]-2-pyrimidin-2-yl-1,2,4-triazol-3-yl]ethyl]-3,5-bis(trifluoromethyl)benzamide CON(C=1N=C(N(N1)C1=NC=CC=N1)[C@H](C)NC(C1=CC(=CC(=C1)C(F)(F)F)C(F)(F)F)=O)C